N1=CC=CC2=CC=CC(=C12)OCCCN1CC2C(N3CC(NC=4C=CC=C2C34)=O)CC1 8-(3-(quinolin-8-yloxy)propyl)-6b,7,8,9,10,10a-hexahydro-1H-pyrido[3',4':4,5]pyrrolo[1,2,3-de]quinoxalin-2(3H)-one